BrC=1C=C(C=C(C1)NCCO)NC(=O)NC1=C(C=CC(=C1)Br)CO 1-[3-bromo-5-(2-hydroxyethylamino)phenyl]-3-(5-bromo-2-hydroxymethylphenyl)urea